C(C)C(CO)(C(C)O)O 2-ethyl-1,2,3-butanetriol